di-tert-butyl 5,7-dihydro-4H-thieno[2,3-c]pyridine-2,6-dicarboxylate S1C(=CC2=C1CN(CC2)C(=O)OC(C)(C)C)C(=O)OC(C)(C)C